N2-[7-bromo-2-(4-cyanophenyl)[1,2,4]triazolo[1,5-c]quinazolin-5-yl]-N-methyl-D-norvalinamide BrC1=CC=CC=2C=3N(C(=NC12)N[C@H](CCC)C(=O)NC)N=C(N3)C3=CC=C(C=C3)C#N